N-(1,1'-biphenyl)-2-yl-N-(9,9-dimethyl-9H-fluorene-2-yl)-9,9'-spirobifluorene-2-amine C1(=C(C=CC=C1)N(C1=CC=2C3(C4=CC=CC=C4C2C=C1)C1=CC=CC=C1C=1C=CC=CC13)C1=CC=3C(C2=CC=CC=C2C3C=C1)(C)C)C1=CC=CC=C1